ethyl (S)-(3-((ethoxycarbonyl)oxy)-4-methoxypicolinoyl)(1-(3-(4-methoxyphenyl)-1,2,4-oxadiazol-5-yl)ethyl)carbamate C(C)OC(=O)OC=1C(=NC=CC1OC)C(=O)N(C(OCC)=O)[C@@H](C)C1=NC(=NO1)C1=CC=C(C=C1)OC